2-((1S,6S)-6-aminocyclohex-3-en-1-yl)-3-bromo-5-chloro-N-(cyclopent-1-en-1-ylmethyl)thieno[3,2-b]pyridin-7-amine N[C@H]1CC=CC[C@@H]1C1=C(C2=NC(=CC(=C2S1)NCC1=CCCC1)Cl)Br